N-ethyl-2-(4-methyl-3,7,8,9-tetrahydropyrano[3,2-e]indol-1-yl)ethan-1-amine C(C)NCCC1=CNC=2C(=CC3=C(C12)CCCO3)C